[N+](=O)([O-])[O-].[Ra+2].[N+](=O)([O-])[O-] radium nitrate salt